FC1=CC=C2C=CC=CC2=C1C#C[Si](C(C)C)(C(C)C)C(C)C 7-fluoro-8-((triisopropylsilyl)ethynyl)naphthalene